C1(=CC=CC=C1)CC(C)NC([O-])=O 3-phenylpropan-2-ylcarbamate